N1N=CC(=C1)C=1C=C2C=C(N=CC2=CC1)NC(=O)[C@@H]1CC[C@H](CC1)C=O trans-N-(6-(1H-pyrazol-4-yl)isoquinolin-3-yl)-4-formylcyclohexane-1-carboxamide